N-[4-[2-[2-(1-methoxy-1-methyl-ethyl)pyrrolidin-1-yl]-6-oxo-1H-pyridin-4-yl]-2-pyridinyl]acetamide COC(C)(C)C1N(CCC1)C=1NC(C=C(C1)C1=CC(=NC=C1)NC(C)=O)=O